methyl N-[5-[6-[(3-methoxyphenyl)-methyl-carbamoyl]imidazo[1,2-a]pyridin-3-yl]-2-pyridyl]carbamate COC=1C=C(C=CC1)N(C(=O)C=1C=CC=2N(C1)C(=CN2)C=2C=CC(=NC2)NC(OC)=O)C